CC(CCC=C)C1C2C=CC(C1)C2 5-(1-Methyl-4-pentenyl)-2-norbornene